NC1=C(C(C2=C(NN=C2C)O1)(C(C)C)C1=CC(=CC(=C1)CO)Br)C#N 6-amino-4-[3-bromo-5-(hydroxymethyl)phenyl]-4-isopropyl-3-methyl-1H-pyrano[2,3-c]pyrazole-5-carbonitrile